C(C)(C)[C@@H]1NC2=C(OCC1)C(=NC(=N2)N)N2CC(C2)NC (R)-8-Isopropyl-4-(3-(methylamino)azetidin-1-yl)-6,7,8,9-tetrahydropyrimido[5,4-b][1,4]oxazepin-2-amine